3,4-dichloro-1-((4,5-dimethyloxazol-2-yl)methyl)-5-hydroxy-1H-pyrrol-2(5H)-one ClC=1C(N(C(C1Cl)O)CC=1OC(=C(N1)C)C)=O